O1C=COCCC1 6,7-dihydro-5H-1,4-dioxepin